1-(1-(methyl(7H-pyrrolo[2,3-d]pyrimidin-4-yl)amino)-3-piperidinyl)-pyrrolidin-2-one CN(N1CC(CCC1)N1C(CCC1)=O)C=1C2=C(N=CN1)NC=C2